ClC1=CC(=C(C=C1)CC(C(=O)OC)(C)O)F methyl 3-(4-chloro-2-fluoro-phenyl)-2-hydroxy-2-methyl-propanoate